6-(2-aminobenzo[d]oxazol-5-yl)-4-((1-phenylethyl)amino)quinoline-3-carbonitrile NC=1OC2=C(N1)C=C(C=C2)C=2C=C1C(=C(C=NC1=CC2)C#N)NC(C)C2=CC=CC=C2